rac-(4s,5r)-3-(3,4-difluoro-2-hydroxyphenyl)-4-ethyl-5-methyl-5-(trifluoromethyl)-4,5-dihydrofuran-2-carboxylic acid ethyl ester C(C)OC(=O)C=1O[C@]([C@H](C1C1=C(C(=C(C=C1)F)F)O)CC)(C(F)(F)F)C |r|